4-(1,1-dimethylethoxy)-6-methoxy-2-(4-pyridinyl)-5-trifluoromethylpyrimidine CC(C)(OC1=NC(=NC(=C1C(F)(F)F)OC)C1=CC=NC=C1)C